FC=1C(=CC2=C(N(C(N2C2=NC(=NS2)C)=O)C)C1)S(=O)(=O)NC1(CC1)CF 6-fluoro-N-[1-(fluoromethyl)cyclopropyl]-1-methyl-3-(3-methyl-1,2,4-thiadiazol-5-yl)-2-oxo-benzimidazol-5-sulfonamide